4,6-dibromo-1-iodonaphthalene BrC1=CC=C(C2=CC=C(C=C12)Br)I